(S)-4-fluoro-3-((1-methyl-6-((1-methyl-1H-pyrazol-4-yl)amino)-1H-pyrazolo[3,4-d]pyrimidin-3-yl)amino)-N-(2-(2-methylpyrrolidin-1-yl)ethyl)benzamide FC1=C(C=C(C(=O)NCCN2[C@H](CCC2)C)C=C1)NC1=NN(C2=NC(=NC=C21)NC=2C=NN(C2)C)C